C(#N)CC=1C=CC=NC1 5-(cyanomethyl)pyridin